(3aR,7aR)-1-(7,8-dihydrofuro[3,2-e][1,3]benzothiazol-2-yl)-6,6-dimethylhexahydropyrano[3,4-d]imidazol-2(3H)-one N1=C(SC2=C1C1=C(C=C2)OCC1)N1C(N[C@@H]2[C@H]1CC(OC2)(C)C)=O